1-((5-fluoropyridin-2-yl)methyl)piperidin FC=1C=CC(=NC1)CN1CCCCC1